ClC1=CC=C(C(=O)NCCC2=CC=C(OC(C(=O)O)(C)C)C=C2)C=C1 2-(4-(2-(4-chlorobenzoylamino)ethyl)phenoxy)-2-methylpropanoic acid